2-(3-((2S,4S)-4-methyl-2-(4-methyl-4H-1,2,4-triazol-3-yl)oxetan-2-yl)phenyl)-6-(((1-methyl-cyclobutyl)amino)methyl)-4-(trifluoromethyl)isoindolin-1-one C[C@H]1C[C@@](O1)(C1=NN=CN1C)C=1C=C(C=CC1)N1C(C2=CC(=CC(=C2C1)C(F)(F)F)CNC1(CCC1)C)=O